C12COCC(CC1)N2CC(=O)NC=2C=C(C(=NC2)F)NC(=O)C=2C=C1C(=NC2)NC(=C1)C=1C=NN(C1)C N-(5-(2-(3-oxa-8-azabicyclo[3.2.1]octan-8-yl)acetamido)-2-fluoropyridin-3-yl)-2-(1-methyl-1H-pyrazol-4-yl)-1H-pyrrolo[2,3-b]pyridine-5-carboxamide